OCC(C)NC(=O)C1=CC(=CC=2N(C=NC21)CC(F)(F)F)C#CCNC=2C(OC)=CC=C(C2)S(=O)(=O)C N-(2-hydroxy-1-methylethyl)-6-[3-(4-mesyl-2-anisidino)-1-propynyl]-1-(2,2,2-trifluoroethyl)-1H-1,3-benzimidazole-4-carboxamide